2-(2,6-dioxo-3-piperidyl)-5-[2-[1-[2-[(2S)-2-methylpiperazin-1-yl]ethyl]azetidin-3-yl]oxyethoxy]isoindoline-1,3-dione O=C1NC(CCC1N1C(C2=CC=C(C=C2C1=O)OCCOC1CN(C1)CCN1[C@H](CNCC1)C)=O)=O